3-hexene-1,6-dicarboxylic acid C(CC=CCCC(=O)O)C(=O)O